2,5-Di-acetoxy-2,5-dihydrofuran C(C)(=O)OC1OC(C=C1)OC(C)=O